4-bromo-N-[8-(methanesulfonamidomethyl)-6-methyl-imidazo[1,2-a]pyrazin-2-yl]-2-methyl-indazole-7-carboxamide BrC=1C2=CN(N=C2C(=CC1)C(=O)NC=1N=C2N(C=C(N=C2CNS(=O)(=O)C)C)C1)C